N1=CC=CC2=CC=CC(=C12)C=1C(=NC(=CC1)N)N 3-(8-quinolinyl)pyridine-2,6-diamine